N-cyclopropyl-2-[[2-(2,6-dioxo-3-piperidinyl)-3-oxo-isoindolin-5-yl]amino]acetamide C1(CC1)NC(CNC=1C=C2C(N(CC2=CC1)C1C(NC(CC1)=O)=O)=O)=O